N-(5-cyclopropylpyridin-3-yl)-N-((5-(5-(difluoromethyl)-1,3,4-oxadiazol-2-yl)thiazol-2-yl)methyl)ethanesulfonamide C1(CC1)C=1C=C(C=NC1)N(S(=O)(=O)CC)CC=1SC(=CN1)C=1OC(=NN1)C(F)F